ClC1=C(C=CC=C1Cl)SC=1N=CC(=NC1CC)N1CCC2(CCC[C@H]2N[S@](=O)C(C)(C)C)CC1 (R)-N-((R)-8-(5-((2,3-dichlorophenyl)thio)-6-ethylpyrazin-2-yl)-8-azaspiro[4.5]dec-1-yl)-2-methylpropan-2-sulfinamide